C(N)(=O)C=1C=NC(=CC1)C1=C(C=CC=C1F)Cl 3-carbamoyl-6-(2-chloro-6-fluorophenyl)pyridine